2,2'-{(phenylmethylene)bis[(naphthalene-1,2-diyl)oxyethane-2,1-diyloxy[1,1'-binaphthalene]-2',2-diyloxy]}di(ethan-1-ol) C1(=CC=CC=C1)C(C1=C(C=CC2=CC=CC=C12)OCCOC1=C(C2=CC=CC=C2C=C1)C1=C(C=CC2=CC=CC=C12)OCCO)C1=C(C=CC2=CC=CC=C12)OCCOC1=C(C2=CC=CC=C2C=C1)C1=C(C=CC2=CC=CC=C12)OCCO